ClC1=CC(=C2C=NN(C2=C1)C)B1OC(C(O1)(C)C)(C)C 6-Chloro-1-methyl-4-(tetramethyl-1,3,2-dioxaborolan-2-yl)-1H-indazole